C(CCCCCCC\C=C/CCCCCCCC)(=O)[O-].C(CCCCCCC\C=C/CCCCCCCC)(=O)[O-].C(CCCCCCC\C=C/CCCCCCCC)(=O)[O-].C(CCCCCCC\C=C/CCCCCCCC)(=O)[O-].[Zr+4] zirconium tetrakis(oleate)